C(CCCCCCCCCCCCCCCCCCCCCCCCCCC)(=O)N montanamide